CC=1C=C(C=NNC2=C3N=CNC3=NC(=N2)N2CCOCC2)C=CC1 4-(6-(2-(3-methylbenzylidene)hydrazinyl)-9H-purin-2-yl)morpholine